BrC1=CC(=C(C=C1)C(C)(C)OCC[N+](=O)[O-])OC 4-bromo-2-methoxy-1-(2-(2-nitroethoxy)propan-2-yl)benzene